4,4'-didocosoxybenzhydrol C(CCCCCCCCCCCCCCCCCCCCC)OC1=CC=C(C(C2=CC=C(C=C2)OCCCCCCCCCCCCCCCCCCCCCC)O)C=C1